2-((4-Oxo-3-(2-phenylcyclopropyl)-3,4-dihydropteridin-2-yl)thio)-N-(thiazol-2-yl)acetamide O=C1N(C(=NC2=NC=CN=C12)SCC(=O)NC=1SC=CN1)C1C(C1)C1=CC=CC=C1